ClC=1C(=NC=CC1C1=C(C(=CC=C1)C1=NC(=C(C=C1)CNC[C@H](C)O)OC)Cl)C=1C=C2CN(C(C2=CC1)=O)CCNC[C@H]1NC(CC1)=O 5-(3-chloro-4-(2-chloro-3-(5-((((S)-2-hydroxypropyl)amino)methyl)-6-methoxypyridin-2-yl)phenyl)pyridin-2-yl)-2-(2-((((S)-5-oxopyrrolidin-2-yl)methyl)amino)ethyl)isoindolin-1-one